FC(C1=C(C=CC(=C1)C(F)(F)F)CC(=O)N(C1=CC=C(C=C1)F)CC1=NN=C(O1)C1=CC=C(N=N1)C1CN(CC1)C(=O)OC(C)(C)C)(F)F 2-methylpropan-2-yl 3-(6-{5-[({2-[2,4-bis(trifluoromethyl) phenyl]acetyl}(4-fluorophenyl)amino)methyl]-1,3,4-oxadiazol-2-yl}-1,2-diazin-3-yl)tetrahydropyrrole-1-carboxylate